ClC=1C(=C(C(=CC1)N1N=NN=C1)C1=CC(N2[C@@H](CC[C@@H]2C1)C=1NC(=C(N1)I)C1=C(C(=NC=C1)CO)F)=O)F (3S,8aR)-7-(3-chloro-2-fluoro-6-(1H-tetrazol-1-yl)phenyl)-3-(5-(3-fluoro-2-(hydroxymethyl)pyridin-4-yl)-4-iodo-1H-imidazol-2-yl)-2,3,8,8a-tetrahydroindolizin-5(1H)-one